ClC1=CC(=C(C(=C1)F)NC=1N(C2=NC(=NC=C2N1)N[C@@H]1COC[C@H]1O)C1CCC(CC1)C(=O)N)F (1S,4s)-4-(8-(4-chloro-2,6-difluorophenylamino)-2-((3R,4S)-4-hydroxytetrahydrofuran-3-ylamino)-9H-purin-9-yl)cyclohexanecarboxamide